N-(8-fluoro-2-methyl-imidazo[1,2-a]pyridin-6-yl)-8-[(3R,5S)-3,4,5-trimethyl-piperazin-1-yl]quinoxaline-5-carboxamide FC=1C=2N(C=C(C1)NC(=O)C=1C=3N=CC=NC3C(=CC1)N1C[C@H](N([C@H](C1)C)C)C)C=C(N2)C